C(C)(=O)O.C(C)(=O)[O-].[Nd+3].C(C)(=O)[O-].C(C)(=O)[O-] neodymium acetate, acetic acid salt